N,N-bis(3-dimethylaminopropyl)-N-(2-hydroxypropyl)amine CN(CCCN(CC(C)O)CCCN(C)C)C